CN1CCN(CCC1)C(CCCC=1N=C(N(C1)C1=CC=CC=C1)C1=C(C(=O)N)C=CC=C1C=1C=NN(C1)C)=O (4-(4-(4-methyl-1,4-diazepan-1-yl)-4-oxobutyl)-1-phenyl-1H-imidazol-2-yl)-3-(1-methyl-1H-pyrazol-4-yl)benzamide